IC=1C=NC=2C(=CC=C(C2C1)C#N)OC1=CC=C(C=C1)C(F)(F)F 3-iodo-8-{4-(trifluoromethyl)phenoxy}quinoline-5-carbonitrile